O1CCN(CC1)CCN1N=CC=C1C(=O)O 1-(2-Morpholinoethyl)-1H-pyrazole-5-carboxylic acid